2-chloroquinoline-6-sulfonyl chloride ClC1=NC2=CC=C(C=C2C=C1)S(=O)(=O)Cl